2-(3-fluoro-4-methoxyphenyl)-7-{methyl[(3R)-1-methylpyrrolidin-3-yl]amino}-4H-pyrido[1,2-a]pyrimidin-4-one FC=1C=C(C=CC1OC)C=1N=C2N(C(C1)=O)C=C(C=C2)N([C@H]2CN(CC2)C)C